2,5-dimethyl-2,5-bis(tert-butyl-peroxy)Hexane CC(C)(CCC(C)(OOC(C)(C)C)C)OOC(C)(C)C